4,4-dimethyl-pyrrolidine-3-carboxylic acid CC1(C(CNC1)C(=O)O)C